FC=1C=C(C=CC1F)C1=CC=C(C=C1)CCCNC=1C2=C(N=C(N1)C1=COC=C1)SC(=C2)C N-(3-(3',4'-difluoro-[1,1'-biphenyl]-4-yl)propyl)-2-(furan-3-yl)-6-methylthieno[2,3-d]pyrimidin-4-amine